2,6,8,8-tetramethyl-6,8-dihydro-3H-pyrrolo[2,3-g]quinazoline-4,7-dione CC1=NC2=CC3=C(C=C2C(N1)=O)N(C(C3(C)C)=O)C